C(OOOC(C)(C)C)(OCC(CCCC)CCCCCCCC)=O t-butylperoxy 2-octylhexyl monocarbonate